3-chloro-5-(3-(trans-4-(2-hydroxyethoxy)cyclohexyl)-4,4-dimethyl-5-oxo-2-thioxoimidazolidin-1-yl)pyridinecarbonitrile ClC=1C(=NC=C(C1)N1C(N(C(C1=O)(C)C)[C@@H]1CC[C@H](CC1)OCCO)=S)C#N